S1C=NC2=C1C=CC(=C2)CN(C(=O)[C@H]2N(CCC2)[S@](=O)(=NC)C2=CC=C(C=C2)OC)C2CCC(CC2)(F)F (S)-N-(Benzo[d]thiazol-5-ylmethyl)-N-(4,4-difluorocyclohexyl)-1-((R)-4-methoxy-N-methylphenyl-sulfonimidoyl)pyrrolidine-2-carboxamide